1-tert-butyl-4,6-dichloropyrazolo[3,4-d]pyrimidine C(C)(C)(C)N1N=CC=2C1=NC(=NC2Cl)Cl